C(#CC)N[C@@H](CC1=CC=C(C=C1)O)C(=O)O propynyl-tyrosine